3-(difluoromethoxy)-5-((trimethylsilyl)ethynyl)pyridine FC(OC=1C=NC=C(C1)C#C[Si](C)(C)C)F